4-(1-(4-((5-bromo-4-((5-(methylsulfonamido)quinoxalin-6-yl)amino)pyrimidin-2-yl)amino)-2-ethyl-5-methoxyphenyl)piperidin-4-yl)piperazine-1-carboxylate BrC=1C(=NC(=NC1)NC1=CC(=C(C=C1OC)N1CCC(CC1)N1CCN(CC1)C(=O)[O-])CC)NC=1C(=C2N=CC=NC2=CC1)NS(=O)(=O)C